1-(2-(6-(Difluoromethyl)imidazo[1,2-a]pyrazin-3-yl)pyrimidin-4-yl)piperidin-3-ol FC(C=1N=CC=2N(C1)C(=CN2)C2=NC=CC(=N2)N2CC(CCC2)O)F